7-cyano-2-ethoxy-N-[(3-fluorophenyl)-methyl]-4-methyl-quinoline-3-carboxylic acid amide C(#N)C1=CC=C2C(=C(C(=NC2=C1)OCC)C(=O)NCC1=CC(=CC=C1)F)C